(S)-3-(quinolin-4-ylamino)pyrrolidine-1-carboxylic acid tert-butyl ester C(C)(C)(C)OC(=O)N1C[C@H](CC1)NC1=CC=NC2=CC=CC=C12